N,N-di(4-tert-butylcyclohexyl)-5-(4-n-propylcyclohexylcarbonylamino)isophthalamide C(C)(C)(C)C1CCC(CC1)N(C(C1=CC(C(=O)N)=CC(=C1)NC(=O)C1CCC(CC1)CCC)=O)C1CCC(CC1)C(C)(C)C